C1(=CC=CC=C1)[Si](O[Si](C1=CC=CC=C1)(O[SiH](C)C)O[SiH](C)C)(O[SiH](C)C)O[SiH](C)C 1,3-diphenyltetrakis(dimethylsiloxy)disiloxane